2-[2-(aminomethyl)-3,3-difluoro-allyl]-4-[2-methyl-3-[3-(1H-1,2,4-triazol-3-yl)phenyl]phenyl]-1,2,4-triazol-3-one NCC(CN1N=CN(C1=O)C1=C(C(=CC=C1)C1=CC(=CC=C1)C1=NNC=N1)C)=C(F)F